COCCCC1=CN=C(C(=N1)N1CCC(CC1)C(=O)O)C=1C=CC2=C(NN=C2C1)C 1-(6-(3-methoxypropyl)-3-(3-methyl-2H-indazol-6-yl)pyrazin-2-yl)piperidine-4-carboxylic acid